3-(trifluoromethoxy)pyridin FC(OC=1C=NC=CC1)(F)F